BrN(CC(=O)O)C(C)=O N-bromo-N-acetyl-glycine